ClC1=CC=C(C=C1)C1(CC(C1)C(=NO)N)F 3-(4-chlorophenyl)-3-fluoro-N'-hydroxycyclobutaneformamidine